FC12CCC3(C(C(CC3C1CCC1=CC(C=C(C21C)O)=O)C)(C(CO)=O)O)C 9-fluoro-l-1,17-dihydroxy-17-(2-hydroxyacetyl)-10,13,16-trimethyl-6,7,8,11,12,14,15,16-octahydrocyclopenta[a]phenanthren-3-one